(S)-2-((S)-4,4-difluoro-3-(5-(hydroxymethyl)-6-oxo-1,6-dihydropyridin-3-yl)piperidin-1-yl)-N-((R)-5-(3,5-difluorophenyl)-6,7-dihydro-5H-pyrrolo[1,2-a]imidazol-2-yl)propanamide FC1([C@H](CN(CC1)[C@H](C(=O)NC=1N=C2N(C1)[C@H](CC2)C2=CC(=CC(=C2)F)F)C)C2=CNC(C(=C2)CO)=O)F